(S)-(2-Chloro-6-(trifluoromethyl)pyridin-4-yl)(3-hydroxy-pyrrolidin-1-yl)methanone ClC1=NC(=CC(=C1)C(=O)N1C[C@H](CC1)O)C(F)(F)F